(R)-2-(6-(5-chloro-2-((2-methyl-2H-1,2,3-triazol-4-yl)amino)pyrimidin-4-yl)-1-oxoisoindolin-2-yl)propanoic acid ClC=1C(=NC(=NC1)NC1=NN(N=C1)C)C1=CC=C2CN(C(C2=C1)=O)[C@@H](C(=O)O)C